4-chloro-3-cyclopropyl-8-methoxy-7-Nitroquinoline ClC1=C(C=NC2=C(C(=CC=C12)[N+](=O)[O-])OC)C1CC1